C1(=NCCC2=CC=CC=C12)C1CCC(NC1)=O 5-(3,4-dihydroisoquinolin-1-yl)piperidin-2-one